NC1=C(C=C(C(=C1)F)N1N=CC=C1)NC(CCCCCNC(C1=CC=C(C=C1)C)=O)=O N-[6-[[2-amino-4-fluoro-5-(1H-pyrazol-1-yl)phenyl]amino]-6-oxohexyl]-4-methylbenzamide